NC1=C(N=CN1C1=CC=C(C=C1)CC)C(=O)OCC ethyl 5-amino-1-(p-ethyl phenyl)-1H-imidazole-4-carboxylate